C1(CC1)CN1CCC2(C(C2)CNC=2N=NC(=CC2)C=2C(=NN(C2)C)C)CC1 N-[[6-(cyclopropylmethyl)-6-azaspiro[2.5]octan-2-yl]methyl]-6-(1,3-dimethylpyrazol-4-yl)pyridazin-3-amine